CC1=C(C(=CC(=C1)C=CC1=CC=C(C=C1)F)C)O 2,6-dimethyl-4-[2-(4-fluorophenyl)vinyl]phenol